Hexapropylene glycol Diacrylate C(C=C)(=O)OC(C)COC(C)COC(C)COC(C)COC(C)COC(C)COC(C=C)=O